(2S)-1'-(4-(1H-pyrazol-4-yl)phenyl)-4'-(hydroxymethyl)spiro[indoline-2,3'-pyrrolidine]-2'-one N1N=CC(=C1)C1=CC=C(C=C1)N1C([C@]2(C(C1)CO)NC1=CC=CC=C1C2)=O